N-((S)-1-((1r,2S,5S)-2-(((S)-1-hydroxy-3,3-dimethylbut-2-yl)carbamoyl)-6,6-dimethyl-3-azabicyclo[3.1.0]hex-3-yl)-4-methyl-1-oxopent-2-yl)-1H-indole-2-carboxamide OC[C@H](C(C)(C)C)NC(=O)[C@@H]1[C@H]2C([C@H]2CN1C([C@H](CC(C)C)NC(=O)C=1NC2=CC=CC=C2C1)=O)(C)C